2-Chloro-4-((S)-8-(6-(3-((4-(3-(((S)-2,6-dioxopiperidin-3-yl)amino)phenyl)piperazin-1-yl)methyl)azetidine-1-carbonyl)pyridazin-3-yl)-3-methyl-2,8-diazaspiro[4.5]decan-2-yl)benzonitrile ClC1=C(C#N)C=CC(=C1)N1CC2(C[C@@H]1C)CCN(CC2)C=2N=NC(=CC2)C(=O)N2CC(C2)CN2CCN(CC2)C2=CC(=CC=C2)N[C@@H]2C(NC(CC2)=O)=O